1,3-dibromo-2-fluorodibenzofuran BrC1=C(C(=CC=2OC3=C(C21)C=CC=C3)Br)F